NC=1SC(=CN1)C(=O)NC1=C(C=C(C(=C1)C(NC1=NC=C(C=C1)OC(C)C)=O)F)C 2-Amino-N-[4-fluoro-2-methyl-5-[(5-propan-2-yloxypyridin-2-yl)carbamoyl]phenyl]-1,3-thiazole-5-carboxamide